F[C@@H]1[C@H]2CC[C@@H](C[C@@H]1N(C=1N=CC(=NC1)C1=C(C=C(C=C1)C1=NC=NC(=C1)OC)O)C)N2 2-(5-(((1R,2R,3S,5S)-2-fluoro-8-azabicyclo[3.2.1]octan-3-yl)(methyl)amino)pyrazin-2-yl)-5-(6-methoxypyrimidin-4-yl)phenol